FC1=C(C(=CC(=C1)Br)F)N1C(C2(N3C1=NC=C3)CC2)=O 7'-(2,6-difluoro-4-bromo-phenyl)spiro[cyclopropane-1,5'-imidazo[1,2-a]imidazole]-6'-one